BrC1=C(N=CN1C1COC1)C(=O)OC methyl 5-bromo-1-(oxetan-3-yl)imidazole-4-carboxylate